Methyl (2R)-2-amino-3-methoxypropanoate Hydrochloride Cl.N[C@@H](C(=O)OC)COC